N6-benzoyl-2'-methoxyadenosine C(C1=CC=CC=C1)(=O)NC=1C=2N=CN([C@H]3[C@](O)([C@H](O)[C@@H](CO)O3)OC)C2N=CN1